3-[5-Chloro-2-(1-ethyl-6-methoxy-2-oxo-2,3,4,5-tetrahydro-1H-benzo[b]azepin-7-ylamino)-pyrimidin-4-ylamino]-bicyclo[2.2.1]hept-5-ene-2-carboxylic acid amide ClC=1C(=NC(=NC1)NC1=C(C2=C(N(C(CCC2)=O)CC)C=C1)OC)NC1C(C2C=CC1C2)C(=O)N